tert-butyl (S)-3-(2-((7-bromo-2,6-dichloro-8-fluoro-4-oxo-3,4-dihydroquinazolin-5-yl)oxy) Ethyl)piperazine-1-carboxylate BrC1=C(C(=C2C(NC(=NC2=C1F)Cl)=O)OCC[C@H]1CN(CCN1)C(=O)OC(C)(C)C)Cl